FC1=CC(=C(C=C1)C1=NC(=NC=C1)N)OCC 4-(4-fluoro-2-ethoxyphenyl)pyrimidin-2-amine